(S)-N-(7-(pyrrolidin-1-yl)-6,7,8,9-tetrahydro-5H-benzo[7]annulen-2-yl)-5-(6-((tetrahydro-2H-pyran-4-yl)oxy)pyridin-3-yl)-[1,2,4]triazolo[1,5-a]pyridin-2-amine N1(CCCC1)[C@H]1CCC2=C(CC1)C=C(C=C2)NC2=NN1C(C=CC=C1C=1C=NC(=CC1)OC1CCOCC1)=N2